4-[2,3-difluoro-4-(4,4,5,5-tetramethyl-1,3,2-dioxaborolan-2-yl)phenyl]piperazine FC1=C(C=CC(=C1F)B1OC(C(O1)(C)C)(C)C)N1CCNCC1